N-(bicyclo[1.1.1]pent-1-yl)-6-(5-cyanopyridin-2-yl)-1-(2-morpholinoethyl)-2-oxo-1,2-dihydro-1,8-naphthyridine-3-carboxamide C12(CC(C1)C2)NC(=O)C=2C(N(C1=NC=C(C=C1C2)C2=NC=C(C=C2)C#N)CCN2CCOCC2)=O